ClC=1N=CC2=C(N1)C(=CN2CC)N2CC(CCC2)(F)F 2-chloro-7-(3,3-difluoropiperidin-1-yl)-5-ethyl-5H-pyrrolo[3,2-d]pyrimidine